N-(methylcarbamoyl)-2-phenyl-2-(4-(trifluoromethyl)-2-pyridyl)acetamide CNC(=O)NC(C(C1=NC=CC(=C1)C(F)(F)F)C1=CC=CC=C1)=O